C(C)C([C@@H](N)C(=O)O)CC D-BETA,BETA-DIETHYLALANINE